CCCCCCCCCCCCCC[C@H]([C@H]([C@H](CO)NC(=O)CCCCCCCCC/C=C\\CCCCCCCC)O)O The molecule is an N-icosenoylphytosphingosine in which the double bond is located at position 11 (the Z-geoisomer). It derives from an (11Z)-icos-11-enoic acid.